ethylhexylthiophene C(C)C1=C(SC=C1)CCCCCC